C(C)(C)NC1=NC(=CC2=C1N=C(N=C2)NC2CCNCC2)C#N 8-(isopropylamino)-2-(piperidin-4-ylamino)pyrido[3,4-d]pyrimidine-6-carbonitrile